OC(O[Si](C)(C)[SiH3])[Si](ONCCNCCC)(C)C hydroxydimethyl-silyl-dimethylsiloxymethylsiloxy(propylaminoethylamine)